CC1=CC=C(C=C1)S(=O)(=O)OCCC(F)(F)F 3,3,3-trifluoropropyl 4-methylbenzenesulfonate